BrC=1C=C(C(=CC1)NC1CC1)N 4-bromo-N1-cyclopropylbenzene-1,2-diamine